1-(1-(6-(1H-benzo[d]imidazol-2-yl)picolinoyl)piperidin-4-yl)-6-(phenylamino)picolinamide N1C(=NC2=C1C=CC=C2)C2=CC=CC(=N2)C(=O)N2CCC(CC2)N2C(C=CC=C2NC2=CC=CC=C2)C(=O)N